2-{[(2S)-1,4-dioxan-2-yl]methyl}-N-[(pyrazin-2-yl)methyl]-8-(trifluoromethyl)-2H-furo[2,3-g]indazole-7-carboxamide O1[C@H](COCC1)CN1N=C2C3=C(C=CC2=C1)OC(=C3C(F)(F)F)C(=O)NCC3=NC=CN=C3